ClC=1C=CC2=C([C@@H](C[C@H](O2)C(=O)NC23CC(C2)(C3)C=3C=NN(C3)C3=CC(=C(C=C3)Cl)F)O)C1 (2S,4R)-6-chloro-N-{3-[1-(4-chloro-3-fluorophenyl)-1H-pyrazol-4-yl]bicyclo[1.1.1]pentan-1-yl}-4-hydroxy-3,4-dihydro-2H-1-benzopyran-2-carboxamide